BrC1=C(SC(=C1)Cl)Cl 3-bromo-2,5-dichloro-thiophene